NC=1C=C(C(=C(C1)C1=C(C=2N=C(N=C(C2C=N1)N1CCC(CC1)O)OC[C@]12CCCN2C[C@@H](C1)F)F)C(F)(F)F)Cl 1-(7-(5-amino-3-chloro-2-(trifluoromethyl)phenyl)-8-fluoro-2-(((2R,7aS)-2-fluorotetrahydro-1H-pyrrolizin-7a(5H)-yl)methoxy)pyrido[4,3-d]pyrimidin-4-yl)piperidin-4-ol